5-[[(3S)-1-[2-Oxo-2-[(2S,4S)-2-cyano-4-fluoro-pyrrolidin-1-yl]ethyl]pyrrolidin-3-yl]amino]chinolin-3-carbonitril O=C(CN1C[C@H](CC1)NC1=C2C=C(C=NC2=CC=C1)C#N)N1[C@@H](C[C@@H](C1)F)C#N